N[C@H]1CN(CCC1)C1C(CC(C1)C1=CC=C(C=C1)F)OC1=C(C#N)C=CC=N1 (2-((R)-3-aminopiperidin-1-yl)-4-(4-fluorophenyl)cyclopentyloxy)nicotinonitrile